C(C1=CC=CC=C1)OC1=CC=C(C(=O)NCC(=O)N2CC3(OCCO3)C[C@H]2C(=O)N[C@H](C)C=2SC=C(C2)C(N)=N)C=C1 (S)-7-((4-(benzyloxy)benzoyl)glycyl)-N-((R)-1-(4-carbamimidoylthiophen-2-yl)ethyl)-1,4-dioxa-7-azaspiro[4.4]nonane-8-carboxamide